N-(4-(cis-bicyclo[3.1.0]hexan-3-yloxy)-3-fluoro-5-methylphenyl)-2-(3,3-diethylazetidin-1-yl)-5-(pyrrolidin-1-ylmethyl)oxazole-4-carboxamide C12CC(CC2C1)OC1=C(C=C(C=C1C)NC(=O)C=1N=C(OC1CN1CCCC1)N1CC(C1)(CC)CC)F